C1(CC1)C1=C(N=NN1C)NC(=O)C1C(CCCC1)C(C1=CC=C(C=C1)C1=CC=NN1)=O N-(5-Cyclopropyl-1-methyl-1H-1,2,3-triazol-4-yl)-2-[4-(1H-pyrazol-5-yl)benzoyl]cyclohexanecarboxamide